NC1=CC=C(C=C1)NC(=O)N[C@@H](CC(=O)O)C1=CC(=CC=C1)NS(=O)(=O)C1=CC(=CC=C1)NC(NCCC)=O (3S)-3-{[(4-aminophenyl)carbamoyl]amino}-3-{3-[({3-[(propylcarbamoyl)amino]phenyl}sulfonyl)amino]phenyl}propanoic acid